N-[(4-cyclopropanesulfonamidopyridin-2-yl)methyl]-2-(6-methoxypyrazin-2-yl)-1,3-thiazole-5-carboxamide C1(CC1)S(=O)(=O)NC1=CC(=NC=C1)CNC(=O)C1=CN=C(S1)C1=NC(=CN=C1)OC